C(C)(C)C=1SC(=C(N1)C)C1=NC(=NC=C1)NC1=CC=C(C=N1)N1CCN(CC1)C(C)=O 1-(4-(6-((4-(2-isopropyl-4-methylthiazol-5-yl)pyrimidin-2-yl)amino)pyridin-3-yl)piperazin-1-yl)ethan-1-one